[Na].FC1=C(C=CC(=C1)F)C=1C(=NN2C1N=C(C=C2O)C2=CC=C(C=C2)OC)C 3-(2,4-difluorophenyl)-5-(4-methoxyphenyl)-2-methylpyrazolo[1,5-a]pyrimidin-7-ol sodium